CCCCCCCC/C=C\CCCCCCCC(=O)OC[C@@]1([C@H]([C@@H]([C@H](O1)CO)O)OC(=O)CCCCCCC/C=C\CCCCCCCC)O[C@@H]2[C@@H]([C@H]([C@@H]([C@H](O2)CO)O)O)O Sucrose dioleate